(R)-N-(1-cyclopropyl-2,2,2-trifluoroethyl)-5-(isothiazol-5-yl)-7-methylpyrazolo[1,5-a]Pyrimidine C1(CC1)[C@H](C(F)(F)F)N1CC=C2N1C(=CC(=N2)C2=CC=NS2)C